CC1C=2C(=CC=NC2N(CC1)C)O 5,8-dimethyl-5,6,7,8-tetrahydro-1,8-naphthyridin-4-ol